1-[7-(3,3-dimethoxypropyl)imidazo[1,2-a]pyridin-3-yl]-1,3-diazinane-2,4-dione COC(CCC1=CC=2N(C=C1)C(=CN2)N2C(NC(CC2)=O)=O)OC